2-(1-((dimethylamino)cyclopropyl)methoxy)pyridine CN(C)C1(CC1)COC1=NC=CC=C1